6-bromo-1-heptanol BrC(CCCCCO)C